BrCC=1NC(=C(C(C1C(=O)OCC)C1=C(C(=CC=C1)F)C(C)F)C(=O)OC)C(F)F 3-ethyl 5-methyl 2-(bromomethyl)-6-(difluoromethyl)-4-(3-fluoro-2-(1-fluoroethyl)phenyl)-1,4-dihydropyridine-3,5-dicarboxylate